tert-butyl (S)-2-methyl-4-propionylpiperazine-1-carboxylate C[C@@H]1N(CCN(C1)C(CC)=O)C(=O)OC(C)(C)C